C(C)(C)C=1C=C(C=CC1OC=1C2=C(N=CN1)NC=C2)N2C(N(CC2=O)C2=CC(=CC=C2)OC(F)(F)F)=O 3-[3-isopropyl-4-(7H-pyrrolo[2,3-d]pyrimidin-4-yloxy)phenyl]-1-[3-(trifluoromethoxy)phenyl]-2,4-imidazolidinedione